1-(3-methylphenyl)-3-{3-[(2-oxoimidazolidin-1-yl)methyl]-4-phenoxyphenyl}-1,3,5-triazinane-2,4,6-trione CC=1C=C(C=CC1)N1C(N(C(NC1=O)=O)C1=CC(=C(C=C1)OC1=CC=CC=C1)CN1C(NCC1)=O)=O